N=1NC(C=CC1)=O PYRIDAZIN-3(2H)-ON